3-(6-allyl-7-oxo-1H-pyrrolo[2,3-c]pyridin-4-yl)-N,N-dimethyl-benzamide C(C=C)N1C(C2=C(C(=C1)C=1C=C(C(=O)N(C)C)C=CC1)C=CN2)=O